O[C@H]1[C@@H](O)[C@H]2[C@H](O)[C@@H](O1)CO2 3,6-anhydro-α-L-galactose